(R)-2-amino-N-(1-(5-((1-methyl-1H-pyrazol-4-yl)ethynyl)-1,4-dioxo-3-phenyl-3,4-dihydrophthalazin-2(1H)-yl)ethyl)pyrazolo[1,5-a]pyrimidine-3-carboxamide NC1=NN2C(N=CC=C2)=C1C(=O)N[C@@H](C)N1C(C2=CC=CC(=C2C(N1C1=CC=CC=C1)=O)C#CC=1C=NN(C1)C)=O